ClC=1C(=NC(=NC1)NC1CCOCC1)C1=CC=C2CN(C(C2=C1)=O)CC(=O)NC(C)C1=CC=C(C=C1)C=1C=NC=NC1 2-(6-{5-chloro-2-[(oxan-4-yl)amino]pyrimidin-4-yl}-1-oxo-2,3-dihydro-1H-isoindol-2-yl)-N-{1-[4-(pyrimidin-5-yl)phenyl]ethyl}acetamide